3,3-difluoropiperidine-1-carboxamide FC1(CN(CCC1)C(=O)N)F